((2R,3S,4R,5R,6S)-6-(4-chloro-3-(4-(((S)-tetrahydrofuran-3-yl)oxy)benzyl)phenyl)-3,4,5-trihydroxytetrahydro-2H-pyran-2-yl)methyl L-phenylalaninate L-malic acid salt C([C@@H](O)CC(=O)O)(=O)O.N[C@@H](CC1=CC=CC=C1)C(=O)OC[C@H]1O[C@H]([C@@H]([C@H]([C@@H]1O)O)O)C1=CC(=C(C=C1)Cl)CC1=CC=C(C=C1)O[C@@H]1COCC1